BrCC1=C(C(=O)OC)C=C(C=C1)F methyl 2-(bromomethyl)-5-fluorobenzoate